N1CCC2(CC1)[C@@H](C=1C(=NC=CC1)C2)N[S@](=O)C(C)(C)C (R)-N-((S)-5,7-dihydrospiro[cyclopenta[b]pyridin-6,4'-piperidin]-5-yl)-2-methylpropan-2-sulfinamide